O1[C@@H](CC1)CN1C=NC2=C1SC(=C2)C(=O)O 3-(((S)-oxetan-2-yl)methyl)-3H-thieno[2,3-d]imidazole-5-carboxylic acid